C(#N)C1=CC(=C(OC=2N=NC(=C(C2C(=O)NC2=CC(=CC=C2)[S@@](=O)(=N)C)C)C=2C=NC(=CC2)OC)C=C1)OC (R)-3-(4-cyano-2-methoxyphenoxy)-6-(6-methoxypyridin-3-yl)-5-methyl-N-(3-(S-methylsulfonimidoyl)phenyl)pyridazine-4-carboxamide